BrC=1SC(=C(C1CC)C1=CC=CC=C1)Br 2,5-dibromo-3-ethyl-4-phenylthiophene